2-[[4-[2-(2H-tetrazol-5-yl)-5-(trifluoromethyl)phenyl]piperazin-1-yl]methyl]-3H-quinazolin-4-one N=1NN=NC1C1=C(C=C(C=C1)C(F)(F)F)N1CCN(CC1)CC1=NC2=CC=CC=C2C(N1)=O